BrCC(C(F)(F)F)=O 3-bromo-1,1,1-trifluoropropan-2-one